N-(3-((2-((2-chlorophenyl)amino)-5-(4-(trifluoromethyl)phenyl)pyrimidin-4-yl)oxy)phenyl)acrylamide ClC1=C(C=CC=C1)NC1=NC=C(C(=N1)OC=1C=C(C=CC1)NC(C=C)=O)C1=CC=C(C=C1)C(F)(F)F